1,4-phenylenebis(4-aminobenzoate) C1(=CC=C(C=C1)C1=C(C(=O)[O-])C=CC(=C1)N)C1=C(C(=O)[O-])C=CC(=C1)N